BrC=1C=NN2C1N=C1C(=C2Cl)CN(C12CCCC2)C(=O)OC(C)(C)C tert-Butyl 3'-bromo-8'-chlorospiro[cyclopentane-1,5'-pyrazolo[1,5-a]pyrrolo[3,4-d]pyrimidine]-6'(7'H)-carboxylate